3-(1-(6,7-dimethoxyquinazolin-4-yl)azetidin-3-yl)propane-1-sulfonic acid COC=1C=C2C(=NC=NC2=CC1OC)N1CC(C1)CCCS(=O)(=O)O